IC1=C(C=C(C=C1)C1=CC=CC=C1)[N+](=O)[O-] 1-iodo-4-phenyl-2-nitrobenzene